(S)-2-((2-(2,6-difluoro-4-(methylcarbamoyl)phenyl)-5-methyl-1H-pyrrolo[2,3-b]pyridin-1-yl)methyl)morpholine-4-carboxylic acid methyl ester COC(=O)N1C[C@@H](OCC1)CN1C(=CC=2C1=NC=C(C2)C)C2=C(C=C(C=C2F)C(NC)=O)F